N-[(2'S,7R)-2-chloro-2'-methyl-spiro[4,5-dihydrothieno[2,3-C]pyran-7,4'-piperidin]-4-yl]-N-methyl-acetamide ClC1=CC2=C(S1)[C@@]1(C[C@@H](NCC1)C)OCC2N(C(C)=O)C